C1=CC=CC=2C3=CC=CC=C3N(C12)C=1C=CC=2N(C3=CC=C(C=C3C2C1)N1C2=CC=CC=C2C=2C=CC=CC12)C1=CC=C(C=C1)C=1C(=NC=CC1C1=CC=C(C#N)C=C1)C1=CC=CC=C1 4-(3-(4-(9'H-[9,3':6',9''-tercarbazol]-9'-yl)phenyl)-2-phenylpyridin-4-yl)benzonitrile